BrC1=C(C=CC2=CNN=C12)F 7-Bromo-6-fluoro-2H-indazole